4-chloro-6-(4-methoxyphenyl)-1-methylpyrimidin-2(1H)-one ClC1=NC(N(C(=C1)C1=CC=C(C=C1)OC)C)=O